C1(CC1)[C@H](CO)NC1=NC(=C2N=CN(C2=N1)C)N[C@@H]1CN(CC1)S(=O)(=O)NCC (S)-3-((2-(((R)-1-cyclopropyl-2-hydroxyethyl)amino)-9-methyl-9H-purin-6-yl)amino)-N-ethylpyrrolidine-1-sulfonamide